OCCC1=CC=C(C=N1)NC(O[C@H](C)[C@H](C)OC1=C(C=C2C(=N1)SC(=N2)C=2C=C(C=C1C=C(C=NC21)OC)Cl)F)=O (2R,3S)-3-((2-(6-chloro-3-methoxyquinolin-8-yl)-6-fluorothiazolo[5,4-b]pyridin-5-yl)oxy)butan-2-yl (6-(2-hydroxyethyl)pyridin-3-yl)carbamate